cyclopropyl-boronic acid C1(CC1)B(O)O